ClC=1C=C2CC(COC2=CC1)[N+](=O)[O-] 6-chloro-3-nitro-chromane